tert-butyl ((cis)-3-(hydroxymethyl)cyclobutyl)carbamate OC[C@H]1C[C@H](C1)NC(OC(C)(C)C)=O